1-(4-(Cyclopropylmethyl)phenyl)ethan-1-one tert-butyl-4-[2-fluoro-4-(trifluoromethoxy)anilino]-3-methyl-piperidine-1-carboxylate C(C)(C)(C)OC(=O)N1CC(C(CC1)NC1=C(C=C(C=C1)OC(F)(F)F)F)C.C1(CC1)CC1=CC=C(C=C1)C(C)=O